Racemic-((2s,4r)-4-methyl-2-phenylpiperidin-1-yl)(3-((methylsulfonyl)methylene)azetidin-1-yl)methanone C[C@H]1C[C@H](N(CC1)C(=O)N1CC(C1)=CS(=O)(=O)C)C1=CC=CC=C1 |r|